N1(CCCC1)C=1C2=C(N=C(N1)C#N)C=CC=N2 4-pyrrolidin-1-ylpyrido[3,2-d]pyrimidine-2-carbonitrile